C(C)(C)(C)N1CC(CCC1)NC(C)=O N-(1-tert-butyl-3-piperidyl)acetamide